(R,E)-N-(1-(3,4-dimethoxyphenyl)ethyl)-3-(5-(5-(methylsulfonyl)pyridin-3-yl)-1H-pyrrolo[2,3-b]pyridin-3-yl)acrylamide COC=1C=C(C=CC1OC)[C@@H](C)NC(\C=C\C1=CNC2=NC=C(C=C21)C=2C=NC=C(C2)S(=O)(=O)C)=O